benzyl butynyl ether C(#CCC)OCC1=CC=CC=C1